8-bromo-9-ethyl-6-fluoro-1,4,4-trimethyl-4,5-dihydro-[1,2,4]triazolo[4,3-a]quinoxaline BrC1=CC(=C2NC(C=3N(C2=C1CC)C(=NN3)C)(C)C)F